CC1=NC(=NO1)C1=CC=C2C=CN=C(C2=C1)NCCN1CC2=NC=C(C=C2C1=O)C(=O)OC methyl 6-(2-{[7-(5-methyl-1,2,4-oxadiazol-3-yl) isoquinolin-1-yl] amino} ethyl)-5-oxo-5H,6H,7H-pyrrolo[3,4-b]pyridine-3-carboxylate